2-methyl-N-(7H-purin-6-yl)propionamide tert-butyl-4-(N-(4-fluoro-2-methylphenyl)carbamoyl)-4-methylpiperidine-1-carboxylate C(C)(C)(C)OC(=O)N1CCC(CC1)(C)C(NC1=C(C=C(C=C1)F)C)=O.CC(C(=O)NC1=C2NC=NC2=NC=N1)C